5-[4-[(3S)-1-(3-fluoropropyl)pyrrolidin-3-yl]oxyphenyl]-6-(4-trimethylsilyl-phenyl)-8,9-dihydro-7H-benzo[7]annulen-2-ol FCCCN1C[C@H](CC1)OC1=CC=C(C=C1)C1=C(CCCC2=C1C=CC(=C2)O)C2=CC=C(C=C2)[Si](C)(C)C